C(C1=CC=CC=C1)OCC1=NN(C(N1CC)=O)C1=NC(=C(C(=O)NC2=C(C=CC=C2F)Cl)C=C1F)NC1CCOCC1 6-(3-((Benzyloxy)methyl)-4-ethyl-5-oxo-4,5-dihydro-1H-1,2,4-triazol-1-yl)-N-(2-chloro-6-fluorophenyl)-5-fluoro-2-((tetrahydro-2H-pyran-4-yl)amino)nicotinamide